O=C1N(C=C(C=C1)NC(C1=CC(=CC=C1)B1OC(C(O1)(C)C)(C)C)=O)CC(=O)OC(C)(C)C Tert-butyl 2-(2-oxo-5-(3-(4,4,5,5-tetramethyl-1,3,2-dioxaborolan-2-yl)benzamido)pyridin-1(2H)-yl)acetate